tert-butyl (S)-2-((S)-2,2,2-trifluoro-1-hydroxyethyl)pyrrolidine-1-carboxylate FC([C@@H](O)[C@H]1N(CCC1)C(=O)OC(C)(C)C)(F)F